CC1SC2(C(C1=O)C(=O)OC)CCN(CC2)C(=O)OC(C)(C)C 8-(tert-butyl) 4-methyl 2-methyl-3-oxo-1-thia-8-azaspiro[4.5]decane-4,8-dicarboxylate